(P)-1-(6-((1S,9S)-5-fluoro-6-(3-hydroxy-1-naphthalenyl)-10,10-dimethyl-3-azatricyclo[7.1.1.02,7]undeca-2,4,6-trien-4-yl)-2,6-diazaspiro[3.4]octan-2-yl)-2-propen-1-one FC1=C(N=C2[C@@H]3C([C@H](CC2=C1C1=CC(=CC2=CC=CC=C12)O)C3)(C)C)N3CC1(CN(C1)C(C=C)=O)CC3